N-(2-chloro-4-(trifluoromethyl)phenyl)-1-(4-(1-((octahydrocyclopenta[c]pyrrol-5-yl)methyl)piperidin-4-yl)-1H-pyrazol-1-yl)cyclobutane-1-carboxamide ClC1=C(C=CC(=C1)C(F)(F)F)NC(=O)C1(CCC1)N1N=CC(=C1)C1CCN(CC1)CC1CC2C(CNC2)C1